ClC=1C(=C2C(=NC(=NC2=C(C1C1=CC=C(C2=C1C(=C(S2)NC([O-])=O)C#N)F)F)SC)O)F 4-[6-chloro-5,8-difluoro-4-hydroxy-2-(methylsulfanyl)quinazolin-7-yl]-3-cyano-7-fluoro-1-benzothiophen-2-ylcarbamate